NCC(CCCCCCCCCCCCCCCCC)O 1-amino-2-nonadecanol